2-((1s,2s)-1-(2-cyano-4-hydroxyphenyl)-1-(1-methyl-1H-pyrazol-4-yl)propan-2-yl)-5-hydroxy-N-(isoxazol-4-yl)-1-methyl-6-oxo-1,6-dihydropyrimidine-4-carboxamide C(#N)C1=C(C=CC(=C1)O)[C@H]([C@H](C)C=1N(C(C(=C(N1)C(=O)NC=1C=NOC1)O)=O)C)C=1C=NN(C1)C